4-(4-bromobutoxy)quinazoline BrCCCCOC1=NC=NC2=CC=CC=C12